triethylene glycol bis[3-(3-tertiary butyl-5-methyl-4-hydroxyphenyl) propionate] C(C)(C)(C)C=1C=C(C=C(C1O)C)CCC(=O)OCCOCCOCCOC(CCC1=CC(=C(C(=C1)C)O)C(C)(C)C)=O